2'-chloro-7'-((trans)-2-methyl-2-((triethylsilyl)oxy)cyclopentyl)spiro[cyclopropane-1,5'-pyrrolo[2,3-d]pyrimidin]-6'(7'H)-one ClC=1N=CC2=C(N1)N(C(C21CC1)=O)[C@H]1[C@@](CCC1)(O[Si](CC)(CC)CC)C